C(C=C)I allyliodine